methyl (5s)-2-[[(1R)-2,2-difluorocyclopropanecarbonyl]amino]-5-[3-[[5-(difluoromethyl)-2-methyl-pyrazol-3-yl]amino]-1,2,4-triazol-4-yl]-4,5,6,7-tetrahydrobenzothiophene-3-carboxylate FC1([C@H](C1)C(=O)NC=1SC2=C(C1C(=O)OC)C[C@H](CC2)N2C(=NN=C2)NC=2N(N=C(C2)C(F)F)C)F